(2r,3r,4s,5r)-6-(3-((5-(4-fluorophenyl) thiophen-2-yl) methyl)-4-methylphenyl)-6-oxohexane-1,2,3,4,5-penta-ylpentaacetate FC1=CC=C(C=C1)C1=CC=C(S1)CC=1C=C(C=CC1C)C([C@@H]([C@H]([C@@H]([C@H](CCC(=O)[O-])CC(=O)[O-])CC(=O)[O-])CC(=O)[O-])CC(=O)[O-])=O